NCCCC(C(=O)O)C1=CC=C(C=C1)Br alpha-(3-aminopropyl)-p-bromophenylacetic acid